C(C)(C)(C)OC(C(C1=C2C(OCC2=CC(=C1)F)(C)C)Br)=O.N(=[N+]=[N-])[C@@H](COC1=CC=C(C=C1)C(=O)N1C[C@H](CC1)C1=CC=C(C=C1)Cl)CN1N=CN=N1 (4-((R)-2-azido-3-(2H-tetrazol-2-yl)propoxy)phenyl)((R)-3-(4-chlorophenyl)pyrrolidin-1-yl)methanone tert-butyl-2-bromo-2-(6-fluoro-3,3-dimethyl-1,3-dihydroisobenzofuran-4-yl)acetate